FC1(CCN(CC1)C=1C=C(C=C(C1)C)NC(C1=C(N=C(C=C1)[C@@](CO)(C)O)N1CCC2(CC2)CC1)=O)F (R)-N-(3-(4,4-difluoropiperidin-1-yl)-5-methylphenyl)-6-(1,2-dihydroxypropan-2-yl)-2-(6-azaspiro[2.5]oct-6-yl)nicotinamide